CC(CC)C1=CC=C(C=C1)O 4-(1-methylpropyl)phenol